3-methyl-N-(7-methyl-[1,2,4]triazolo[1,5-a]pyridin-6-yl)-1-(2-oxaspiro[3.3]heptan-6-yl)-1H-pyrazolo[3,4-d]pyrimidin-6-amine CC1=NN(C2=NC(=NC=C21)NC=2C(=CC=1N(C2)N=CN1)C)C1CC2(COC2)C1